C(N)(=N)C=1C=C(SC1)CNC(=O)[C@H]1N(C[C@@H](C1)OC(F)F)C(CNC(CCCOC1=CC=CC=C1)=O)=O (2S,4R)-N-((4-carbamimidoylthiophen-2-yl)methyl)-4-(difluoromethoxy)-1-((4-phenoxybutanoyl)glycyl)pyrrolidine-2-carboxamide